2,2-di(hydroxymethyl)-1-butanol OCC(CO)(CC)CO